C(C)OC(=O)C1=CC=NC2=CC=C(C=C12)N1CC(C1)(CS(=O)(=O)C)C 6-(3-methyl-3-((methylsulfonyl)methyl)azetidin-1-yl)quinoline-4-carboxylic acid ethyl ester